N-(1-(pyridin-4-yl)-1H-benzo[d]imidazol-6-yl)cyclohexanecarboxamide N1=CC=C(C=C1)N1C=NC2=C1C=C(C=C2)NC(=O)C2CCCCC2